3-(1-phenyl-1H-pyrazol-3-yl)bicyclo[1.1.1]pentan-1-amine C1(=CC=CC=C1)N1N=C(C=C1)C12CC(C1)(C2)N